C(CCCCCCCCCCCCCCCCCCC)OS(OCCCCCCCCCCCCCCCCCCCC)(=O)=O icosyl-(eicosyl)Sulfuric acid